C(C)(C)(C)OC(=O)N1CC(C(C1)N1N=NC(=C1)[Si](C)(C)C)O 3-hydroxy-4-(4-(trimethylsilyl)-1H-1,2,3-triazol-1-yl)pyrrolidine-1-carboxylic acid tert-butyl ester